BrC=1C=C2N=C(C(=NC2=CC1)C1=CC=C(C=C1)F)C1=CC=C(C=C1)F 6-bromo-2,3-bis(4-fluorophenyl)quinoxaline